(phenylamino)propionic acid ethyl ester C(C)OC(C(C)NC1=CC=CC=C1)=O